1-[3-({9-chloro-2-methoxy-6H,7H,8H-cyclopenta[b]1,5-naphthyridin-3-yl}oxy)propyl]pyrrolidine ClC1=C2C(=NC3=CC(=C(N=C13)OC)OCCCN1CCCC1)CCC2